2-(3-formyl-2,5-dimethyl-1H-pyrrol-1-yl)-4-methylthiophene-3-carbonitrile C(=O)C1=C(N(C(=C1)C)C=1SC=C(C1C#N)C)C